2-(3,4-difluorophenyl)-2-Aminocyclohexanone FC=1C=C(C=CC1F)C1(C(CCCC1)=O)N